5-[(4R,10aS)-4-methyl-8-[(5-piperazin-1-yl-3-pyridyl)methyl]-1,3,4,6,7,9,10,10a-octahydropyrazino[1,2-d][1,4]diazepin-2-yl]quinoline-8-carbonitrile C[C@@H]1CN(C[C@H]2N1CCN(CC2)CC=2C=NC=C(C2)N2CCNCC2)C2=C1C=CC=NC1=C(C=C2)C#N